COC(=O)C=1CSCC1 2,5-dihydrothiophene-3-carboxylic acid methyl ester